2-amino-6-chloro-N-(2-chloro-4-nitrophenyl)benzamide NC1=C(C(=O)NC2=C(C=C(C=C2)[N+](=O)[O-])Cl)C(=CC=C1)Cl